4-hydroxy-4-methyl-1-cyclopentanol OC1(CCC(C1)O)C